ClC=1C=CC=C2C=CC=C(C12)C1=C(C=2N=C(N=C(C2C=N1)N1CCN(CC1)C(=O)OCC=C)OCC(=O)O)F {[7-(8-chloronaphthalen-1-yl)-8-fluoro-4-{4-[(prop-2-en-1-yloxy)carbonyl]piperazin-1-yl}pyrido[4,3-d]pyrimidin-2-yl]oxy}acetic acid